1-cyclopropyl-2-[dideuterio-[5-(trifluoromethyl)pyrazol-1-yl]methyl]-N-[(1R)-1-(4-ethylsulfonylphenyl)-2-hydroxy-ethyl]indole-5-carboxamide C1(CC1)N1C(=CC2=CC(=CC=C12)C(=O)N[C@@H](CO)C1=CC=C(C=C1)S(=O)(=O)CC)C(N1N=CC=C1C(F)(F)F)([2H])[2H]